COC(=O)C1C(C1)C(=O)[O-] methylcyclopropane-1,2-dicarboxylate